C(C)OC(C(CC)(NC(=O)C1=NC(=C(C=C1)N1CC(C1)OC)OC[C@@H]1[C@@H](C1)COCF)CC)=O Ethyl-2-ethyl-2-{[6-({(1S,2R)-2-[(fluoromethoxy)methyl]cyclopropyl}methoxy)-5-(3-methoxyazetidin-1-yl)pyridin-2-carbonyl]amino}butanoat